C1(CC1)C#C[C@@]1(NC(NC2=CC(=CC=C12)CN1N=CC=CC1=O)=O)C(F)(F)F (S)-4-(cyclopropylethynyl)-7-((6-oxopyridazin-1(6H)-yl)methyl)-4-(trifluoromethyl)-3,4-dihydroquinazolin-2(1H)-one